ClC1=CC=C2C(=CNC2=C1)S(=O)(=O)NC1=NC(=C(C(=N1)Cl)OC)OC 6-chloro-N-(4-chloro-5,6-dimethoxy-pyrimidin-2-yl)-1H-indole-3-sulfonic acid amide